methyl (2S,4S)-1-(3-((trans-5-ethoxytetrahydro-2H-pyran-2-yl)methyl)-6-fluoro-2-methyl-1H-indole-1-carbonyl)-4-(4-fluorophenyl)-2-methylpiperidine-4-carboxylate C(C)O[C@H]1CC[C@@H](OC1)CC1=C(N(C2=CC(=CC=C12)F)C(=O)N1[C@H](C[C@](CC1)(C(=O)OC)C1=CC=C(C=C1)F)C)C